N-[(2S)-2-fluorocyclopropyl]-8-(methylamino)-6-{[2-(piperidin-4-ylmethoxy)pyridin-3-yl]amino}imidazo[1,2-b]pyridazine-3-carboxamide trifluoroacetate FC(C(=O)O)(F)F.F[C@@H]1C(C1)NC(=O)C1=CN=C2N1N=C(C=C2NC)NC=2C(=NC=CC2)OCC2CCNCC2